(2R,3R,4S,5R)-4-(benzyloxy)-5-((benzyloxy)methyl)-2-(5-chloro-2,4-dioxo-3,4-dihydropyrimidin-1(2H)-yl)-5-methyltetrahydrofuran-3-yl acetate C(C)(=O)O[C@H]1[C@@H](O[C@]([C@H]1OCC1=CC=CC=C1)(C)COCC1=CC=CC=C1)N1C(NC(C(=C1)Cl)=O)=O